(S)-3-((2-amino-6-(2-carboxyethyl)-5-(5-(2-carboxypropan-2-yl)-2-methoxybenzyl)-pyrimidin-4-yl)amino)heptanoic acid NC1=NC(=C(C(=N1)N[C@H](CC(=O)O)CCCC)CC1=C(C=CC(=C1)C(C)(C)C(=O)O)OC)CCC(=O)O